COC1=C(C=CC=C1)C1=CC=2N=C(OC2C2=CC=CC=C12)C1=CC=CC=C1 5-(2-methoxyphenyl)-2-phenylnaphtho[2,1-d]Oxazole